FC1=C(C=CC=C1)N=C1C(=CC(C(=C1)C(=O)O)=NC1=C(C=CC=C1)F)C(=O)O N,N'-bis(2-fluorophenyl)-2,5-dicarboxy-1,4-benzoquinone diimine